N1C(=CC=C1)C(=O)C methyl 2-pyrrolyl ketone